nonacosylate C(CCCCCCCCCCCCCCCCCCCCCCCCCCCC)(=O)[O-]